(2R)-2-(6-{5-chloro-2-[(2-methyl-2H-1,2,3-triazol-4-yl)amino]pyrimidin-4-yl}-1-oxo-2,3-dihydro-1H-isoindol-2-yl)-N-[(1R)-1-(6-methylpyridin-2-yl)ethyl]propanamide ClC=1C(=NC(=NC1)NC1=NN(N=C1)C)C1=CC=C2CN(C(C2=C1)=O)[C@@H](C(=O)N[C@H](C)C1=NC(=CC=C1)C)C